1-propyl-4-[(1-propyl-4-piperidyl)methyl]piperidine C(CC)N1CCC(CC1)CC1CCN(CC1)CCC